COC1=C(C=NC=C1)C=1C=NN2C1N=C(C=C2)NCCN(C(OC(C)C)=O)C isopropyl (2-((3-(4-methoxypyridin-3-yl)pyrazolo[1,5-a]pyrimidin-5-yl)amino)ethyl)(methyl)carbamate